2-methyl-N-(3-(3-(1-methyl-1H-pyrazol-4-yl)naphthalen-1-yl)oxetan-3-yl)-5-(4-methylpiperazin-1-yl)benzamide CC1=C(C(=O)NC2(COC2)C2=CC(=CC3=CC=CC=C23)C=2C=NN(C2)C)C=C(C=C1)N1CCN(CC1)C